N-(8-(hydroxyamino)-8-oxooctyl)-3-methoxy-4-((5-nitro-1H-indol-3-yl)methyl)benzamide ONC(CCCCCCCNC(C1=CC(=C(C=C1)CC1=CNC2=CC=C(C=C12)[N+](=O)[O-])OC)=O)=O